FC(C1=CC2=C(N=C(N=C2)N)C(=N1)NC(C)C)F 6-(Difluoromethyl)-N8-isopropylpyrido[3,4-d]pyrimidine-2,8-diamine